(R)-4-amino-1-(2,6-dichloro-4-methoxyphenyl)-N-(3-fluoro-5-(piperidin-2-yl)phenyl)-6-oxo-1,6-dihydropyrimidine-5-carboxamide NC=1N=CN(C(C1C(=O)NC1=CC(=CC(=C1)[C@@H]1NCCCC1)F)=O)C1=C(C=C(C=C1Cl)OC)Cl